1-(hydroxymethyl)-2-azabicyclo[4.1.0]heptan OCC12NCCCC2C1